C(C)OC(=O)C1=C(C2=C(N=CNC2=O)N1C1=CC=C(C=C1)C)C(C)C 5-isopropyl-4-oxo-7-p-tolyl-4,7-dihydro-3H-pyrrolo[2,3-d]-pyrimidine-6-carboxylic acid ethyl ester